C=12OCC(N3CCCC3C(NCC(N3CCCCC3C(OCC(C=CC1)=C2)=O)=O)=O)=O 2,21-dioxa-5,11,14-triazatetracyclo[21.3.1.05,9.014,19]heptacosa-1(26),23(27),24-triene-4,10,13,20-tetrone